OCCOC1=NC=C(C=N1)C1=CC2=C(N=C3N2[C@H]2C4=C(C(N([C@@H]3C2)C([2H])([2H])[2H])=O)C=CC=C4C#CC)C=C1 (7R,14R)-11-(2-(2-hydroxyethoxy)pyrimidin-5-yl)-6-(methyl-d3)-1-(prop-1-yn-1-yl)-6,7-dihydro-7,14-methanobenzo[f]benzo[4,5]imidazo[1,2-a][1,4]diazocin-5(14H)-one